C=C1CC(C1)NS(=O)(=O)C1=CC(=CC=C1)C(=O)N1CC2(C3=CC(=CC=C13)NS(=O)(=O)C)CCC1(CC2)CC1 N-(3-methylenecyclobutyl)-3-(5''-(methylsulfonamido)dispiro[cyclopropane-1,1'-cyclohexane-4',3''-indoline]-1''-carbonyl)benzenesulfonamide